IC1=C2C(=NC(=C1)N1CC3CCC(C1)O3)N(N=C2)C2=NN(C=C2)C2OCCCC2 3-(4-Iodo-1-(1-(tetrahydro-2H-pyran-2-yl)-1H-pyrazol-3-yl)-1H-pyrazolo[3,4-b]pyridin-6-yl)-8-oxa-3-azabicyclo[3.2.1]octane